N[C@@H](C)C(=O)[O-].FC1=CC=C(C=C1)C([C@H](C)[N+]1=CC(=C(C=C1)OC)OC(C)=O)C1=CC=C(C=C1)F (S)-1,1-bis(4-fluorophenyl)propan-2-yl-(3-acetoxy-4-methoxypyridinium) L-alaninate